(4-(4-cyclopropylpiperazin-1-yl)phenyl)methanol C1(CC1)N1CCN(CC1)C1=CC=C(C=C1)CO